1,4,7-triazacyclononane-1-succinic acid N1(CCNCCNCC1)C(CC(=O)O)C(=O)O